tert-butyl (trans-4-((benzylcarbamoyl) (4-(1-methyl-2-oxo-1,2-dihydropyridin-4-yl)phenyl)amino)cyclohexyl)carbamate C(C1=CC=CC=C1)NC(=O)N([C@@H]1CC[C@H](CC1)NC(OC(C)(C)C)=O)C1=CC=C(C=C1)C1=CC(N(C=C1)C)=O